CC1=NNC(=C1CN)C (3,5-dimethyl-1H-pyrazol-4-yl)methylamine